COC=1C(=CC(=C(C1)N(CCN(C(OC(C)(C)C)=O)C)C)[N+](=O)[O-])NC1=NC=CC(=N1)N1C(N(C2=C1C=CC=C2)C)=O tert-butyl 2-((5-methoxy-4-(4-(3-methyl-2-oxo-2,3-dihydrobenzo[d]imidazol-1-yl)pyrimidin-2-ylamino)-2-nitrophenyl)(methyl)amino)ethyl(methyl)carbamate